C(C)O[Si](CCCSC#N)(OCC)OCC triethoxy(3-thiocyanatopropyl)silane